2-(2,6-dimethyl-4-phenylthieno[2,3-b]pyridin-5-yl)pentanoic acid CC1=CC=2C(=NC(=C(C2C2=CC=CC=C2)C(C(=O)O)CCC)C)S1